4-[(1S,4S)-4-[(2-{3-[(4-methanesulfonyl-2-methoxyphenyl)amino]prop-1-yn-1-yl}-1-(2,2,2-trifluoroethyl)-1H-indol-4-yl)amino]cyclohexyl]-1λ6-thiomorpholine-1,1-dione CS(=O)(=O)C1=CC(=C(C=C1)NCC#CC=1N(C2=CC=CC(=C2C1)NC1CCC(CC1)N1CCS(CC1)(=O)=O)CC(F)(F)F)OC